(2s)-1,1,1-trifluoro-2-propanamine FC([C@H](C)N)(F)F